C1(=C(C=CC=C1)CP([O-])([O-])=O)CP([O-])([O-])=O phenylenebis(methylene)diphosphonate